(E)-2-((2-amino-6-(2-((tert-butoxycarbonyl)amino) acetamido)pyridin-3-yl)diazenyl)phenyl cyclopropanecarboxylate C1(CC1)C(=O)OC1=C(C=CC=C1)\N=N\C=1C(=NC(=CC1)NC(CNC(=O)OC(C)(C)C)=O)N